C([O-])([O-])=O.[Ca+2].[Pd+2].C([O-])([O-])=O Palladium-calcium carbonate